BrC1=CC=2N(C(=C1NC(=O)C1=CC(=NN1C1=NC=CC=C1Cl)C(F)(F)F)C(=O)NCC)N=CC2 5-bromo-6-(1-(3-chloropyridin-2-yl)-3-(trifluoromethyl)-1H-pyrazole-5-carboxamido)-N-ethylpyrazolo[1,5-a]pyridine-7-carboxamide